trans-trifluoroacetate FC(C(=O)[O-])(F)F